hydroxy-3,3-dimethylbutyrate OC(C(=O)[O-])C(C)(C)C